NC1=NC(=CC(=N1)N1CCC2(C[C@H](NC2)C(=O)O)CC1)O[C@@H](C(F)(F)F)C1=CC=C(C=C1)C1=C(C=C(C=C1)OC)OC (S)-8-(2-amino-6-((R)-1-(2',4'-dimethoxy-[1,1'-biphenyl]-4-yl)-2,2,2-trifluoroethoxy)pyrimidin-4-yl)-2,8-diazaspiro[4.5]decane-3-carboxylic acid